FC1=C(C(=O)O[C@@H]2[C@H]([C@H]([C@H](O[C@@]23CCCO3)CO)O)N3N=NC(=C3)C3=CC(=C(C(=C3)F)F)F)C=CC(=C1)F (5S,7R,8R,9S,10R)-8-hydroxy-7-(hydroxymethyl)-9-(4-(3,4,5-trifluorophenyl)-1H-1,2,3-triazol-1-yl)-1,6-dioxaspiro[4.5]decan-10-yl 2,4-difluorobenzoate